N-cyclopentyl-1-[1-[5-[5-(trifluoromethyl)-1,2,4-oxadiazol-3-yl]-2-thienyl]ethyl]pyrazole-4-carboxamide C1(CCCC1)NC(=O)C=1C=NN(C1)C(C)C=1SC(=CC1)C1=NOC(=N1)C(F)(F)F